C(CCCCNCCOCCOCCOCCOCCOCCNCCNCCCCCC(=O)[O-])(=O)[O-] 9,12,15,18,21-pentaoxa-6,24,27-triazatritriacontanedioate